FC=1C(=NC(=NC1)NC=1N=NC(=CC1)N1CCN(CC1)C)C1=CC2=C(N=C3COCC(N32)C)C(=C1)F N-(5-fluoro-4-(9-fluoro-4-methyl-3,4-dihydro-1H-benzo[4,5]imidazo[2,1-c][1,4]oxazin-7-yl)pyrimidin-2-yl)-6-(4-methylpiperazin-1-yl)pyridazin-3-amine